(4-(1H-pyrazol-4-yl)phenyl)-4'-(hydroxymethyl)spiro[indoline-2,3'-pyrrolidin]-2'-one N1N=CC(=C1)C1=CC=C(C=C1)N1C(C2(C(C1)CO)NC1=CC=CC=C1C2)=O